24-(hydroxycyclopropyl)-5α-cholan-3β-ol OC1(CC1)CCC[C@@H](C)[C@H]1CC[C@H]2[C@@H]3CC[C@H]4C[C@H](CC[C@]4(C)[C@H]3CC[C@]12C)O